CN(CCCCNC(C(=C)C)=O)C N-[4-(dimethylamino)butyl]methacrylamide